C(OC=1C=C2CCN3C(C2=CC1OC([2H])([2H])[2H])=C\C(\N(C3=O)CCNC(OC(C)(C)C)=O)=N/C3=C(C=C(C=C3C)C)C)([2H])([2H])[2H] tert-butyl N-{2-[(2E)-9,10-di(2H3)methoxy-4-oxo-2-[(2,4,6-trimethylphenyl)imino]-6H,7H-pyrimido[4,3-a]isoquinolin-3-yl]ethyl}carbamate